(aminomethyl)-6-{1-[(tert-butoxy)carbonyl]piperidin-4-yl}-1,3-diethyl-1H-1,3-benzodiazol-3-ium iodide [I-].NCC1=[N+](C2=C(N1CC)C=C(C=C2)C2CCN(CC2)C(=O)OC(C)(C)C)CC